N-(Azetidin-1-ylsulfonyl)-3-[[(1R)-1-(3,6-dimethyl-4-oxo-2-phenyl-chromen-8-yl)ethyl]amino]pyridine-2-carboxamide N1(CCC1)S(=O)(=O)NC(=O)C1=NC=CC=C1N[C@H](C)C=1C=C(C=C2C(C(=C(OC12)C1=CC=CC=C1)C)=O)C